The molecule is a binaphthopyran resulting from the formal oxidative coupling at position 9 of two molecules of 5,6,8-trihydroxy-2-methyl-4H-naphtho[2,3-b]pyran-4-one. It has a role as an Aspergillus metabolite. It is a benzochromenone, a member of phenols, a naphtho-gamma-pyrone and a binaphthopyran. It is a conjugate acid of an ustilaginoidin A(2-). CC1=CC(=C2C(=CC3=C(C(=O)C=C(C3=C2O)O)C4=C5C=C6C(=C(C=C(O6)C)O)C(=C5C(=CC4=O)O)O)O1)O